ClCCCN[C@@H](C)C1=CC=CC=C1 (S)-3-chloro-N-(1-phenylethyl)propylamine